6-(4'-amino-[1,1'-biphenyl]-4-yl)-4-(methylthio)pyridin-2-amine NC1=CC=C(C=C1)C1=CC=C(C=C1)C1=CC(=CC(=N1)N)SC